4-(5-(6-((6-methoxypyridin-3-yl)methyl)-3,6-diazabicyclo[3.1.1]heptan-3-yl)pyrazin-2-yl)pyrazoline COC1=CC=C(C=N1)CN1C2CN(CC1C2)C=2N=CC(=NC2)C2=CNNC2